ClC1=NC=CC(=C1OC)B(O)O 2-CHLORO-3-METHOXYPYRIDINE-4-BORONIC ACID